CN1N=C(C(=C1O)Br)O 1-methyl-4-bromopyrazole-3,5-diol